FC1(CCN(CC1)CC(=O)N)CNC1=NC=NC(=C1F)N1[C@H](COCC1)C1=CC=C(C=C1)C(F)(F)F (S)-2-(4-fluoro-4-(((5-fluoro-6-(3-(4-(trifluoromethyl)phenyl)morpholino)pyrimidin-4-yl)amino)methyl)piperidin-1-yl)acetamide